C(#N)C1=NC=CC=C1NC(OCC)=O ethyl (2-cyanopyridin-3-yl)carbamate